(S)-2-(4-(6-((4-cyano-2-fluorobenzyl)oxy)pyridin-2-yl)-2,5-difluorobenzyl)-4-methoxy-1-((oxetan-2-yl)methyl)-3-oxo-2,3-dihydro-1H-indazole-6-carboxylic acid C(#N)C1=CC(=C(COC2=CC=CC(=N2)C2=CC(=C(CN3N(C4=CC(=CC(=C4C3=O)OC)C(=O)O)C[C@H]3OCC3)C=C2F)F)C=C1)F